C1=COSN1 oxathiazole